BrC1=C(C=C(C=N1)CC(=O)O)F 2-(6-bromo-5-fluoropyridin-3-yl)acetic acid